BrC=1C=CC(=NC1)NC(C(CCC)Br)=O 2-Bromo-pentanoic acid (5-bromo-pyridin-2-yl)-amide